{(1R,2S,4R)-2-hydroxy-4-[(5-{[5-methyl-4-(1H-pyrazol-1-ylmethyl)-2-thienyl]carbonyl}pyrimidin-4-yl)amino]cyclopentyl}methyl sulfamate S(N)(OC[C@@H]1[C@H](C[C@@H](C1)NC1=NC=NC=C1C(=O)C=1SC(=C(C1)CN1N=CC=C1)C)O)(=O)=O